ClC1=C(C=C2C(N(C(C2=C1)=O)C)=O)NC(=O)N[C@@H](C)C=1N(N=CN1)C1=NC=CC=N1 1-(6-chloro-2-methyl-1,3-dioxo-isoindolin-5-yl)-3-[(1S)-1-(2-pyrimidin-2-yl-1,2,4-triazol-3-yl)ethyl]urea